C1(CC1)C(CN1N=CC2=NC=C(C=C21)C2=CC(=CC=C2)C(F)F)=O Cyclopropyl-2-[6-[3-(difluoromethyl)phenyl]pyrazolo[4,3-b]pyridin-1-yl]ethanone